(1R*,3R*,4R*)-1-(3-(5-fluoropyrimidin-2-yl)benzyl)-3-hydroxy-4-methylcyclopentane-1-carboxylic acid ethyl ester C(C)OC(=O)[C@@]1(C[C@H]([C@@H](C1)C)O)CC1=CC(=CC=C1)C1=NC=C(C=N1)F |o1:5,7,8|